5-(5,5-difluoro-hydroxy-3-iodo-4,5,6,7-tetrahydro-1H-indol-1-yl)-2-fluorobenzonitrile FC1(CC=2C(=C(N(C2CC1)C=1C=CC(=C(C#N)C1)F)O)I)F